(S)-3-(2,6-dichloro-4-((4-(3-chloropropoxy)phenyl)sulfonyl)phenoxy)propane-1,2-diol boron-iron-silver [Ag].[Fe].[B].ClC1=C(OC[C@H](CO)O)C(=CC(=C1)S(=O)(=O)C1=CC=C(C=C1)OCCCCl)Cl